CNC1=CC(=CC=C1)NC N1,N3-dimethyl-benzene-1,3-diamine